(S)-8-chloro-1-methyl-2,3,4,5-tetrahydropyrido[3,2-b]indole-4-carboxamide ClC1=CC=2C3=C(NC2C=C1)[C@H](CCN3C)C(=O)N